Natrium trifluoromanganat [Mn](=O)(=O)([O-])F.[Mn](=O)(=O)([O-])F.[Mn](=O)(=O)([O-])F.[Na+].[Na+].[Na+]